2-[3-[[(3R)-1-ethyl-3-piperidinyl]amino]-5-methyl-1,2,4-triazin-6-yl]-3-methyl-5-(trifluoromethyl)phenol C(C)N1C[C@@H](CCC1)NC=1N=NC(=C(N1)C)C1=C(C=C(C=C1C)C(F)(F)F)O